2-(benzyl-(methyl)amino)malononitrile C(C1=CC=CC=C1)N(C(C#N)C#N)C